CC(CC(=O)NCC1CN(CC1)C(=O)NC1=CC=C(C=C1)C(F)(F)F)C 3-((3-methylbutanamido)methyl)-N-(4-(trifluoromethyl)phenyl)pyrrolidine-1-carboxamide